ClC=1C=C(C(=O)NC2=C3C(N(C(=NC3=CC=C2)C(F)(F)F)C2C(C2)C2=CC=CC=C2)=O)C=C(C1O)Cl 3,5-dichloro-4-hydroxy-N-(4-oxo-3-(2-phenylcyclopropyl)-2-(trifluoromethyl)-3,4-dihydroquinazolin-5-yl)benzamide